(2S,5R)-2-(N-(1-methylpiperidine-4-carbonyl) carbamimidoyl)-7-oxo-1,6-diazabicyclo[3.2.1]octan-6-yl hydrogen sulfate S(=O)(=O)(ON1[C@@H]2CC[C@H](N(C1=O)C2)C(NC(=O)C2CCN(CC2)C)=N)O